5-oxothiomorpholine-3-carboxylic acid TFA salt OC(=O)C(F)(F)F.O=C1CSCC(N1)C(=O)O